6-chloro-N-(4-phenethoxyphenyl)-pyrazine-2-carboxamide ClC1=CN=CC(=N1)C(=O)NC1=CC=C(C=C1)OCCC1=CC=CC=C1